sec-butyl-tert-butylether C(C)(CC)OC(C)(C)C